ClC1=C(C(=O)O)C(=C(C(=C1Cl)Cl)Cl)C(C1=C(C=C(C=C1)N(CC)CC)O)=O 2,3,4,5-tetrachloro-6-(4-(diethylamino)-2-hydroxybenzoyl)benzoic acid